Ethyl (R)-5-methyl-2-(4-((1-methylpiperidin-3-yl)amino)phthalazin-1-yl)benzoate CC=1C=CC(=C(C(=O)OCC)C1)C1=NN=C(C2=CC=CC=C12)N[C@H]1CN(CCC1)C